The molecule is a dialkylglycerophosphoethanolamine in which both alkyl groups are specified as geranylgeranyl. It has a role as an Escherichia coli metabolite. It is a dialkylglycerophosphoethanolamine, an isoprenoid and an olefinic phospholipid. It is a tautomer of a 2,3-bis-O-(geranylgeranyl)-sn-glycero-3-phosphoethanolamine zwitterion. CC(=CCC/C(=C/CC/C(=C/CC/C(=C/COC[C@@H](COP(=O)(O)OCCN)OC/C=C(\\C)/CC/C=C(\\C)/CC/C=C(\\C)/CCC=C(C)C)/C)/C)/C)C